[Sb]=S.[Si] silicon-antimony sulfide